O.O.O.O.Cl[Au-](Cl)(Cl)Cl tetrachloro-gold(III) tetrahydrate